OB1OCC2=C1C=C(C=C2)C(=O)N[C@H](/C=C/C(=O)O)CNC(=O)C=2C=CC1=C(B(OC1)O)C2 (R,E)-4,5-bis(1-hydroxy-1,3-dihydrobenzo[c][1,2]oxaborole-6-carboxamido)pent-2-enoic acid